ClC1=CC2=C(N=C(O2)C2CCN(CC2)C2=C(C(N(C3=CC(=CC=C23)OC)C)=O)C#N)C=C1 4-[4-(6-chloro-1,3-benzoxazol-2-yl)piperidin-1-yl]-7-methoxy-1-methyl-2-oxo-1,2-dihydroquinoline-3-carbonitrile